FC1=C(C(=CC=2C3=C(C(=NC12)O[C@@H](C)[C@H]1N(CCC1)C)N=NN3[C@@H]3C[C@H](NCC3)CC#N)C)C3=C(N=CC1=CC=CC=C31)C 2-((2S,4S)-4-(6-fluoro-8-methyl-7-(3-methylisoquinolin-4-yl)-4-((S)-1-((S)-1-methyl-pyrrolidin-2-yl)ethoxy)-1H-[1,2,3]triazolo[4,5-c]quinolin-1-yl)piperidin-2-yl)acetonitrile